The molecule is a long-chain polyunsaturated fatty acid that is tetradecanoic acid containing two double bonds at positions 3 and 5 (the 3E,5Z-geoisomer). It is a long-chain fatty acid, a polyunsaturated fatty acid, a straight-chain fatty acid and a fatty acid 14:2. It is a conjugate acid of a (3E,5Z)-tetradecadienoate. CCCCCCCC/C=C\\C=C\\CC(=O)O